thio-morpholine-1,1-dioxide N1CCS(CC1)(=O)=O